bromovaleramide BrC(C(=O)N)CCC